F[C@@H]1[C@H]2CC[C@@H](C[C@@H]1N(C)C=1N=NC(=CC1)C=1C(=NC(=NC1)C=1C=NN(C1)C)O)N2C(=O)OC(C)(C)C |r| (±)-tert-butyl (1R,2S,3S,5S)-2-fluoro-3-((6-(4-hydroxy-2-(1-methyl-1H-pyrazol-4-yl)pyrimidin-5-yl)pyridazin-3-yl)(methyl)amino)-8-azabicyclo[3.2.1]octane-8-carboxylate